C1(=CC=CC=C1)C(C1=CC=CC=C1)=NC1=CC=C2CC(C(C2=C1)=O)(C(=O)OC)C(C)C methyl 6-((diphenylmethylene) amino)-2-isopropyl-1-oxo-2,3-dihydro-1H-indene-2-carboxylate